C(=CCCCCCCCC)[Si](NCCCCCC(C)C)(C1CCCCC1)C1CCCCC1 decenyldicyclohexyl-isooctylamino-silane